Lithium-Aluminium-Germanium phosphat P(=O)([O-])([O-])[O-].[Ge+2].[Al+3].[Li+].P(=O)([O-])([O-])[O-]